14H-pyrano[3',4':6,7]indolizino[1,2-b]quinoline-3,14(4H)-dione C=1OC(CC=2C1C(N1C=C3C(N=C4C=CC=CC4=C3)=C1C2)=O)=O